ClC1=CC=[N+](C=C1C(=O)NC1=CC=C(C=C1)N(C)C)[O-] 4-Chloro-N-[4-(dimethylamino)phenyl]nicotinamide-1-oxide